BrC1=C(C=CC(=C1)F)C1=C(C=C(C(=C1)F)C(=O)NC=1C=NC(=C(C1)Cl)N1N=CC=N1)C(C)C 2'-bromo-N-(5-chloro-6-(2H-1,2,3-triazol-2-yl)pyridin-3-yl)-4',5-difluoro-2-isopropyl-[1,1'-biphenyl]-4-carboxamide